C(C)(C)(C)OC(=O)N1CC2=CC(=CC=C2CC1)OCC1=C(C=CC(=C1)F)OC 7-((5-fluoro-2-methoxybenzyl)oxy)-3,4-dihydroisoquinoline-2(1H)-carboxylic acid tert-butyl ester